C(C)(C)(C)OC(=O)N1CC(C1)COC=1C=C2C(N(C(C2=CC1)=O)C1C(NC(CC1)=O)=O)=O 3-([[2-(2,6-dioxopiperidin-3-yl)-1,3-dioxoisoindol-5-yl]oxy]methyl)azetidine-1-carboxylic acid tert-butyl ester